O1COC2=C1C=CC=C2NS(=O)(=O)C2=CNC1=CC(=CC=C21)S(=O)(=O)C N-(1,3-benzodioxol-4-yl)-6-(methylsulfonyl)-1H-indole-3-sulfonamide